2-(4-fluorophenyl)-N-{4-[5-methoxy-3-(pyridin-2-yl)-1H-pyrrolo[3,2-b]pyridin-2-yl]pyridin-2-yl}acetamide FC1=CC=C(C=C1)CC(=O)NC1=NC=CC(=C1)C1=C(C2=NC(=CC=C2N1)OC)C1=NC=CC=C1